N1(CCNCC1)C12CCC(C1)(C2)C2=NC1=CC=CC=C1C(N2)=O 2-(4-(piperazin-1-yl)bicyclo[2.1.1]hexan-1-yl)quinazolin-4(3H)-one